Cl.N1CCC(CC1)CNC(OC)=O Methyl (piperidin-4-ylmethyl)carbamate, hydrochloride